CC1(NC(CC(C1)OC(CCCCCCCCC(=O)OC1CC(NC(C1)(C)C)(C)C)=O)(C)C)C bis-(2,2,6,6-tetramethyl-4-piperidinyl)-sebacate